2-((4-(3-(5-chloropyridin-2-yl)-3-methyl-3,4-dihydro-2H-benzo[b][1,4]dioxepin-6-yl)piperidin-1-yl)methyl)-1-(((S)-oxetan-2-yl)methyl)-1H-benzo[d]imidazole-6-carboxylic acid ClC=1C=CC(=NC1)C1(COC2=C(OC1)C=CC=C2C2CCN(CC2)CC2=NC1=C(N2C[C@H]2OCC2)C=C(C=C1)C(=O)O)C